Boc-2,3-dimethylbutane C(=O)(OC(C)(C)C)CC(C(C)C)C